C(C)(C)(C)OC(=O)N1C[C@H](CC1)NC1=CC=CC=2SC=CC21 (S)-3-(benzo[b]thiophen-4-ylamino)pyrrolidine-1-carboxylic acid tert-butyl ester